bis[N-(8-fluoranthenyl)-N-phenylamino]biphenyl C1=CC=C2C=CC=C3C4=CC(=CC=C4C1=C23)N(C2=CC=CC=C2)C2=CC=C(C=C2)C2=CC=C(C=C2)N(C=2C=C3C1=CC=CC4=CC=CC(C3=CC2)=C41)C4=CC=CC=C4